5-isobutyl-1,2,4-oxadiazol C(C(C)C)C1=NC=NO1